2-benzyloxy-5-(1,3-dioxolan-2-yl)-2-(trifluoromethyl)pentanehydrazide C(C1=CC=CC=C1)OC(C(=O)NN)(CCCC1OCCO1)C(F)(F)F